FC1=CC(=C(C(=C1)C)C1=CNC(C2=CC(=CC=C12)OCC#N)=O)C 2-((4-(4-fluoro-2,6-dimethylphenyl)-1-oxo-1,2-dihydroisoquinolin-7-yl)oxy)acetonitrile